OCC1=CC=C(C=C1)C1=CC=C(C=C1)CO bis(hydroxymethyl)-1,1'-biphenyl